3-phenyl-1,4-benzopyrone C1C(C(=O)C2=CC=CC=C2O1)C3=CC=CC=C3